3-(4-Fluorobenzyl)-1-(3-(5-methylpyridazin-4-yl)-1H-1,2,4-triazol-5-yl)piperidin-2-one FC1=CC=C(CC2C(N(CCC2)C2=NC(=NN2)C2=CN=NC=C2C)=O)C=C1